2-amino-4-methoxy-6-(4-morpholinyl)pyrimidine NC1=NC(=CC(=N1)OC)N1CCOCC1